3-(tert-butyl)-5-(3-chlorophenyl)-N-[(4-methoxy-2-methylbenzyl)oxy]-1-methyl-1H-pyrazole-4-carboxamide C(C)(C)(C)C1=NN(C(=C1C(=O)NOCC1=C(C=C(C=C1)OC)C)C1=CC(=CC=C1)Cl)C